N(=[N+]=[N-])CCC=1C=CC(=C(CO[Si](C)(C)C(C)(C)C)C1)OC(F)(F)F ((5-(2-azidoethyl)-2-(trifluoromethoxy)benzyl)oxy)(tert-butyl)dimethylsilane